methyl 6-(3-phenoxy-phenyl)-naphthalene-2-carboxylate O(C1=CC=CC=C1)C=1C=C(C=CC1)C=1C=C2C=CC(=CC2=CC1)C(=O)OC